C(C)(C)(C)N1N=C(C=2C1=NC=NC2N)C2=CC=C(C=C2)Cl 1-tert-Butyl-3-(4-chlorophenyl)-1H-pyrazolo[3,4-d]pyrimidin-4-amine